(Z)-(2-methyl-4-oxo-3-pyranyl)-2-methylpent-2-enoate CC=1OC=CC(C1OC(\C(=C/CC)\C)=O)=O